NC=1N=CC2=CC(=CC(=C2C1)N1C[C@H](CCC1)N(C(OC(C)(C)C)=O)C)C1=C(C=CC=C1C)F tert-butyl N-[(3S)-1-[3-amino-7-(2-fluoro-6-methyl-phenyl)-5-isoquinolyl]-3-piperidyl]-N-methyl-carbamate